4-(1-methyl-2-oxo-1,2-dihydropyridin-4-yl)pyrrolidine-3-carbonitrile TFA salt OC(=O)C(F)(F)F.CN1C(C=C(C=C1)C1C(CNC1)C#N)=O